tert-butyl 5-((tert-butoxycarbonyl) amino)-3,4-difluoro-2-methylbenzoate C(C)(C)(C)OC(=O)NC=1C(=C(C(=C(C(=O)OC(C)(C)C)C1)C)F)F